Tert-Butyl 2-((6-chloropyridin-3-yl)methyl)-3-oxopiperidine-1-carboxylate ClC1=CC=C(C=N1)CC1N(CCCC1=O)C(=O)OC(C)(C)C